C(C1=CC=CC=C1)NS(=O)(=O)C1=C(C(=CC=C1)C)Cl Benzyl-(2-chloro-3-methylphenyl)sulfonamide